para-iso-propyl-(methyl)styrene C(C)(C)C1=CC=C(C=CC)C=C1